OCCN(CCS(=O)(=O)O)CCO N,N-bis[2-hydroxyethyl]-2-aminoethanesulphonic acid